C(C)OC(C)N1N=CC(=C1)C1=C(C=2N(C=N1)N=C(N2)N)F 7-(1-(1-ethoxyethyl)-1H-pyrazol-4-yl)-8-fluoro-[1,2,4]triazolo[1,5-c]pyrimidin-2-amine